Cl.ClC=1C(=C(C=CC1F)C(=O)C1(CNC1)C)F (3-chloro-2,4-difluorophenyl)(3-methylazetidin-3-yl)methanone hydrochloride